methyldimeth-oxysilylmethylthioacetate C[Si](OC)(OC)COC(C)=S